IC1=CC(=NC2=C1OC[C@H]1N2CCC1)N (S)-4-iodo-6a,7,8,9-tetrahydro-6H-pyrido[3,2-b]pyrrolo[1,2-d][1,4]oxazin-2-amine